(2R,3R,4R,5R)-5-(6-benzamido-9H-purin-9-yl)-2-((bis(4-methoxyphenyl) (phenyl) methoxy) methyl)-4-methoxytetrahydrofuran-3-yl (2-cyanoethyl) diisopropylphosphoramidite C(C)(C)N(P(O[C@@H]1[C@H](O[C@H]([C@@H]1OC)N1C2=NC=NC(=C2N=C1)NC(C1=CC=CC=C1)=O)COC(C1=CC=CC=C1)(C1=CC=C(C=C1)OC)C1=CC=C(C=C1)OC)OCCC#N)C(C)C